4'-isopropylidenebicyclohexanol C(C)(C)=C1CCC(CC1)C1(CCCCC1)O